Isophthaloyl dichloride Chlorine [Cl].C(C1=CC(C(=O)Cl)=CC=C1)(=O)Cl